methyl-benzothiophene-2-carboxamide CC1=C(SC2=C1C=CC=C2)C(=O)N